C(C)(C)[N-]C(C)(C)C.[Li+] lithium isopropyl-tert-butylamide